O=C(CCCCCC(=O)O)OC(CCCCCC=C)CCCCCC=C 7-oxo-7-(pentadeca-1,14-dien-8-yloxy)heptanoic acid